COC1=C(C=C(C(=O)NC2(CC3=CC=CC=C3C2)C(=O)O)C=C1)OCCC=1C=C(C=CC1)C 2-[4-methoxy-3-(2-m-tolyl-ethoxy)-benzoylamino]-indane-2-carboxylic acid